C(C=C)OC=1C=C(C(=O)Cl)C=C(C1)OCC=C 3,5-diallyl-oxybenzoyl chloride